IC=1C(=NC=CC1)C(=O)O.C(=C)[Si](OCCOC)(OCCOC)OCCOC vinyl-tri-(2-methoxyethoxy)silane iodopicolinate